C(C1=CC=CC=C1)OC=1C(=NC=NC1OCC1=CC=CC=C1)CN1C(N(C(C1)C1=CC=C(C=C1)C#CC1=CC=C(C=C1)CN1CCOCC1)C1CC1)=O 1-((5,6-bis(benzyloxy)pyrimidin-4-yl)methyl)-3-cyclopropyl-4-(4-((4-(morpholinomethyl)phenyl)ethynyl)phenyl)imidazolin-2-one